4-(2-Methoxyphenyl)-6-methyl-N-(5-(morpholinosulfonyl)-5,6-dihydro-4H-pyrrolo[3,4-d]thiazol-2-yl)nicotinamide COC1=C(C=CC=C1)C1=CC(=NC=C1C(=O)NC=1SC2=C(N1)CN(C2)S(=O)(=O)N2CCOCC2)C